styrenepropionitrile C(=CC1=CC=CC=C1)CCC#N